C(OCCC1=C(C(NC12CCC(CC2)OCC(F)F)=O)C2=C(C=C(C=C2OC)C#CC)Br)([O-])=O ds-3-[2-Bromo-6-methoxy-4-(prop-1-yn-1-yl)phenyl]-8-(2,2-difluoroethoxy)-2-oxo-1-azaspiro[4.5]dec-3-en-4-ylethyl carbonate